CC1=C(C=C(C=C1)B(O)O)C1=CC2=CC=CC=C2C=C1 (4-methyl-3-(naphthalen-2-yl)phenyl)boronic acid